CCCCCCCC(CCC(CCCCCCCC)O)O nonadecane-8,11-diol